ClC=1C=C2C=C(NC2=CC1OCC1=CN=C(S1)C)CNC(=O)C1(CC1)C N-((5-chloro-6-((2-methylthiazol-5-yl)methoxy)-1H-indol-2-yl)methyl)-1-methylcyclopropane-1-carboxamide